C(C)(C)(C)[Si](C1=CC=CC=C1)(C1=CC=CC=C1)OCCC#CC tert-butyl-pent-3-ynoxy-diphenyl-silane